lithium aluminum (oxy) sulfide O=S.[Al].[Li]